tri(styryl)phenol C(=CC1=CC=CC=C1)C1=C(C(=C(C=C1)O)C=CC1=CC=CC=C1)C=CC1=CC=CC=C1